Cl.N1C=NC(=C1)C1=CC=C(C=C1)N(C(CN1C(C(C2=CC=CC=C12)=O)=O)=O)CC1=CC(=CC=C1)Cl N-(4-(1H-imidazol-4-yl)phenyl)-N-(3-chlorobenzyl)-2-(2,3-dioxoindolin-1-yl)acetamide hydrochloride